ClC=1C=C2C=NC(N(C2=CC1C1=C(C=CC=C1O)F)C1=C(C=CC=C1C)C(C)C)=O 6-chloro-7-(2-fluoro-6-hydroxyphenyl)-1-(2-isopropyl-6-methylphenyl)quinazolin-2(1H)-one